N1C(=NC=C1)NC1CCN(CC1)C(=O)C1=CC=C(C=C1)C1=CC=C(C=C1)F (4-((1H-Imidazol-2-yl)amino)piperidin-1-yl)(4'-fluoro-[1,1'-biphenyl]-4-yl)methanon